FC=1C=NN(C1)C1=CC(=NC=N1)N1CCC2(CCCC(N2C2=CC(=C(C=C2)F)F)=O)CC1 9-(6-(4-fluoro-1H-pyrazol-1-yl)pyrimidin-4-yl)-1-(3,4-difluorophenyl)-1,9-diazaspiro[5.5]undecan-2-one